propanol-d8 Ethyl-N-[4-[(E)-3-[4-[2-hydroxyethyl(methyl)amino]phenyl]prop-2-enoyl]phenyl]carbamate C(C)OC(NC1=CC=C(C=C1)C(\C=C\C1=CC=C(C=C1)N(C)CCO)=O)=O.C(C(C([2H])([2H])[2H])([2H])[2H])(O[2H])([2H])[2H]